[Mn].[As] arsenic-manganese